trimethylolpropanetrithiol C(O)C(CC(S)(S)S)(CO)CO